ClC=1C=C(CNC(CC2=C(C=C(C(=C2)OC)C)OC)C)C=C(C1)C N-(3-chloro-5-methylbenzyl)-1-(2,5-dimethoxy-4-methylphenyl)propan-2-amine